CC1=C(N=C(O1)CC(C(=O)O)=C)CCCCCCCC 2-((5-methyl-4-octyloxazol-2-yl)methyl)acrylic acid